(3S)-1,2-bis(t-butoxycarbonyl)-1,2-diazacyclohexane-3-carboxylic acid C(C)(C)(C)OC(=O)N1N([C@@H](CCC1)C(=O)O)C(=O)OC(C)(C)C